titanium dihydrogen di(2-hydroxypropionate) OC(C(=O)O)C.OC(C(=O)O)C.[Ti]